2-(5-bromo-2-pyridylazo)-5-[N-propyl-N-(3-sulfopropyl)amino]phenol disodium salt dihydrate O.O.[Na+].[Na+].BrC=1C=CC(=NC1)N=NC1=C(C=C(C=C1)N(CCCS(=O)(=O)[O-])CCC)O.BrC=1C=CC(=NC1)N=NC1=C(C=C(C=C1)N(CCC)CCCS(=O)(=O)[O-])O